BrC=1C=NN2C1C(=NC(=C2)Cl)OC2(CC(C2)NC(OC(C)(C)C)=O)C tert-butyl ((cis)-3-((3-bromo-6-chloropyrazolo[1,5-a]pyrazin-4-yl)oxy)-3-methylcyclobutyl)carbamate